COC=1C=C(C=CC1)C1=C2C3=C(C(=NC2=CC=N1)N)C1=C(N3)C=CN=C1 3-methoxyphenyl-11H-pyrido[3',4':4,5]pyrrolo[3,2-c][1,6]naphthyridin-6-amine